ClC=1C=C(C=CC1C)NC(CCC=1C=C2C(N(C(C2=CC1)=O)C1C(NC(CC1)=O)=O)=O)=O N-(3-chloro-4-methylphenyl)-3-[2-(2,6-dioxo-hexahydropyridin-3-yl)-1,3-dioxo-2,3-dihydro-1H-isoindol-5-yl]propionamide